3-(2-(4-((2-(2-([1,3'-biazetidin]-3-yl)-2,7-diazaspiro[3.5]nonan-7-yl)pyrimidin-4-yl)methoxy)phenyl)propan-2-yl)-5-chlorobenzonitrile N1(CC(C1)N1CC2(C1)CCN(CC2)C2=NC=CC(=N2)COC2=CC=C(C=C2)C(C)(C)C=2C=C(C#N)C=C(C2)Cl)C2CNC2